C(C)(=O)OCCC=1C2C(C(CC1)C2)(C)C 6,6-dimethylbicyclo[3.1.1]hept-2-ene-2-ethanol acetate